(4-Decyl-benzoyl)-phenyl-phosphinic acid sodium salt [Na+].C(CCCCCCCCC)C1=CC=C(C(=O)P([O-])(=O)C2=CC=CC=C2)C=C1